1-(4-(4-chlorophenoxy)-2-(2,4-dichlorophenyl)butyl)-1H-imidazole ClC1=CC=C(OCCC(CN2C=NC=C2)C2=C(C=C(C=C2)Cl)Cl)C=C1